C1(CCCC1)NC=1C2=C(N=CN1)OC(=C2C=2C=C(C=CC2)NC(C=C)=O)C2=CC=C(C=C2)N2CCOCC2 N-{3-[4-(Cyclopentylamino)-6-[4-(morpholin-4-yl)phenyl]furo[2,3-d]pyrimidin-5-yl]phenyl}prop-2-enamide